C12=CC=CC=C2C(C1)CNS(=O)(=O)C1=CC=C(C=C1)S(=O)(=O)NC=1C=CC(=C2C(=CNC12)Cl)Cl N1-(bicyclo[4.2.0]octa-1,3,5-trien-7-ylmethyl)-N4-(3,4-dichloro-1H-indol-7-yl)benzene-1,4-disulfonamide